(1-(naphthalen-1-yl)vinyl)phosphonic acid C1(=CC=CC2=CC=CC=C12)C(=C)P(O)(O)=O